C(C)(C)(C)C1=C2C=CC=NC2=C(C(=C1)C(NC(CC(C)C)=O)C=1C=NC=CC1)O N-((5-(tert-butyl)-8-hydroxyquinolin-7-yl)(pyridin-3-yl)methyl)-3-methylbutanamide